N,N-dimethyl-4-(6-(N-(1-methylcyclopropyl)sulfamoyl)-3-(6-methylpyridin-3-yl)imidazo[1,2-a]pyridin-8-yl)piperazine-1-carboxamide CN(C(=O)N1CCN(CC1)C=1C=2N(C=C(C1)S(NC1(CC1)C)(=O)=O)C(=CN2)C=2C=NC(=CC2)C)C